C(OC)([O-])=S methyl monothiocarbonate